C(C=C)(=O)N1CC(CCC1)N1N=C(C(=C1)C(=O)N)C1=CC=C(C=C1)OC1=CC=CC=C1 1-(1-acryloylpiperidine-3-yl)-3-(4-phenoxyphenyl)-1H-pyrazole-4-carboxamide